BrC=1C(=CC=2C3=C(C(=NC2C1F)OC[C@H]1N(CCC1)C)C=CN3C3C1CN(C3C1)C(=O)OC(C)(C)C)CCC#N tert-butyl 5-(7-bromo-8-(2-cyanoethyl)-6-fluoro-4-(((S)-1-methylpyrrolidin-2-yl)methoxy)-1H-pyrrolo[3,2-c]quinolin-1-yl)-2-azabicyclo[2.1.1]hexane-2-carboxylate